(2-oxa-8-azaspiro[4.5]decan-3-yl)methanol C1OC(CC12CCNCC2)CO